(R)-2-aminopropane-1-ol Hydrochloride Cl.N[C@@H](CO)C